CC1=CC=C(C=C1)CN1C(CCC1=O)CC(=O)NCCC=1C=NC=CC1 2-[1-[(4-methylphenyl)methyl]-5-oxopyrrolidin-2-yl]-N-(2-pyridin-3-ylethyl)acetamide